2-(2'-chloro-[1,1'-biphenyl]-4-yl)-4,6-diphenyl-1,3,5-triazine ClC1=C(C=CC=C1)C1=CC=C(C=C1)C1=NC(=NC(=N1)C1=CC=CC=C1)C1=CC=CC=C1